C(C)C1(C(=NC2=C(C=C(C=C12)C1=NCN(C=C1F)C1=NC=C(C=C1)C1CCN(CC1)C)F)C)C 4-(3-ethyl-7-fluoro-2,3-dimethyl-3H-indol-5-yl)-5-fluoro-N-(5-(1-methylpiperidin-4-yl)pyridin-2-yl)pyrimidine